FC1(C(C1)C1=C(C=CC(=C1)C)S(=O)(=O)OC)F methyl (2,2-difluorocyclopropyl)-4-methylbenzenesulfonate